(S)-5-amino-3-(2-(4-(2,4-difluoro-5-(2-(methylsulfinyl)ethoxy)phenyl)piperazin-1-yl)ethyl)-8-(furan-2-yl)thiazolo[5,4-e][1,2,4]triazolo[1,5-c]pyrimidin-2(3H)-one hydrochloride Cl.NC1=NC2=C(C=3N1N=C(N3)C=3OC=CC3)SC(N2CCN2CCN(CC2)C2=C(C=C(C(=C2)OCC[S@@](=O)C)F)F)=O